C[C@H](CCC[C@@H](C)O)O (2r,6r)-2,6-heptanediol